4-(3,4-dihydroxyphenyl-methyl-aminocarbonyl)-2,5-dihydroxybenzoic acid OC=1C=C(C=CC1O)N(C(=O)C1=CC(=C(C(=O)O)C=C1O)O)C